(S)-3-(((R)-tert-butylsulfinyl)amino)-3-(4,4'-difluoro-2',6'-dimethyl-5-(trifluoromethyl)-[1,1'-biphenyl]-3-yl)propanoate C(C)(C)(C)[S@@](=O)N[C@@H](CC(=O)[O-])C=1C=C(C=C(C1F)C(F)(F)F)C1=C(C=C(C=C1C)F)C